C1(=CC=C(C=C1)C[C@@H](C(=O)N[C@@H](C)C(=O)O)CP(=O)(O)[C@H](C)N)C1=CC=CC=C1 ((2S)-3-([1,1'-biphenyl]-4-yl)-2-((((R)-1-aminoethyl)(hydroxy)phosphoryl)methyl)propanoyl)-L-alanine